CC=1C=C(C(=NC1)C1=CC=2N(C=C1)N=CN2)C=2C=NN(C2)CC2(CCCC2)C 7-(5-methyl-3-(1-((1-methylcyclopentyl)methyl)-1H-pyrazol-4-yl)pyridin-2-yl)-[1,2,4]triazolo[1,5-a]pyridine